1-(3-formyl-1-tosyl-1H-indol-5-yl)piperidine-4-carboxylic acid ethyl ester C(C)OC(=O)C1CCN(CC1)C=1C=C2C(=CN(C2=CC1)S(=O)(=O)C1=CC=C(C)C=C1)C=O